N-(2-(2-fluoronaphthalen-1-yl)ethyl)-N-methylpropan-2-amine fumarate C(\C=C\C(=O)O)(=O)O.FC1=C(C2=CC=CC=C2C=C1)CCN(C(C)C)C